NC=1C=CC=2N=CN(C(C2N1)=O)CC1(CCN(CC1)C(=O)[C@H]1[C@@H](CN(CC1)C(=O)C1=C(N=C(S1)C1=CC=CC=C1)C)C1=CC=CC=C1)O 6-amino-3-[[4-hydroxy-1-[(3R,4R)-1-(4-methyl-2-phenyl-thiazole-5-carbonyl)-3-phenyl-piperidine-4-carbonyl]-4-piperidinyl]methyl]pyrido[3,2-d]pyrimidin-4-one